C1(=CC=CC=C1)C#CC1=CC=C(C=C1)C#CC1=CC=CC=C1 1,4-di-(phenylethynyl)-benzene